(R)-2-isopropyl-3-nitro-2H-chromene C(C)(C)[C@H]1OC2=CC=CC=C2C=C1[N+](=O)[O-]